aluminium diformate C(=O)[O-].C(=O)[O-].[Al+2]